ClC1=C(C=CC=C1)[C@@H]1[C@@](O1)(C1=C(C=C(C=C1)F)F)CN1N=CN=C1SC#N |o1:7,8| thiocyanic acid 1-{[rel-(2R,3R)-3-(2-chlorophenyl)-2-(2,4-difluorophenyl) oxiran-2-yl] methyl}-1H-1,2,4-triazol-5-yl ester